O=C1N(C(CCC1N1C(C2=CC=C(C(=C2C1)F)O[C@@H]1[C@H](CCC1)NC(OC(C)(C)C)=O)=O)=O)COCC[Si](C)(C)C tert-butyl ((1S,2S)-2-((2-(2,6-dioxo-1-((2-(trimethylsilyl)ethoxy)methyl)piperidin-3-yl)-4-fluoro-1-oxoisoindolin-5-yl)oxy)cyclopentyl)carbamate